7-(5-(3,6-di-o-tolyl-9H-carbazol-1-yl)-2',6-dimethyl-[1,1'-biphenyl]-3-yl)-5,10-bis(2,6-dimethylphenyl)-7H-benzo[c]Carbazole C1(=C(C=CC=C1)C=1C=C(C=2NC3=CC=C(C=C3C2C1)C1=C(C=CC=C1)C)C=1C=C(C=C(C1C)C1=C(C=CC=C1)C)N1C=2C=CC(=CC2C=2C3=C(C(=CC12)C1=C(C=CC=C1C)C)C=CC=C3)C3=C(C=CC=C3C)C)C